2,2-Difluoro-N-[(2R,3S)-2-(3-fluorophenyl)-1-[1-(1-methyl-6-oxo-3-pyridyl)indazol-5-yl]-5-oxo-pyrrolidin-3-yl]propanamid FC(C(=O)N[C@@H]1[C@H](N(C(C1)=O)C=1C=C2C=NN(C2=CC1)C1=CN(C(C=C1)=O)C)C1=CC(=CC=C1)F)(C)F